1-(3-cyanobenzyl)piperazine C(#N)C=1C=C(CN2CCNCC2)C=CC1